CP(=O)(C)C=1C=C(C(=NC1)NC(OC(C)(C)C)=O)OC tert-butyl (5-(dimethylphosphoryl)-3-methoxypyridin-2-yl)carbamate